2-(1,2,2,6,6-Pentamethyl-4-piperidyl)-5-[(2R,5S)-5-methyl-2-piperidyl]indazole CN1C(CC(CC1(C)C)N1N=C2C=CC(=CC2=C1)[C@@H]1NC[C@H](CC1)C)(C)C